CN1N=CC2=CC(=CC(=C12)OC1=CC=C(C=C1)OCCOC1CCOCC1)C=1N(C=NC1)C 1-methyl-5-(3-methylimidazol-4-yl)-7-[4-(2-tetrahydropyran-4-yloxyethoxy)phenoxy]indazole